N1(CCNCC1)[SiH3] piperazyl-silane